4-cyclopentyl-1-[4-(phenylsulfanyl)phenyl]-1,2-butanedione 2-(O-benzoyloxime) C(C1=CC=CC=C1)(=O)ON=C(C(=O)C1=CC=C(C=C1)SC1=CC=CC=C1)CCC1CCCC1